C1(CC1)COC1=NC=CC(=C1)CNC(=O)NC1CC(C1)C(F)(F)F 1-[[2-(cyclopropyl-methoxy)pyridin-4-yl]methyl]-3-[(1r,3r)-3-(trifluoromethyl)cyclobutyl]urea